N1C=CC2=C(C=CC=C12)N1N=CC(=C1C(F)(F)F)C(=O)O 1-(1H-indol-4-yl)-5-(trifluoromethyl)pyrazole-4-carboxylic acid